5-[4-[[(2R)-1-ethylazetidin-2-yl]methoxy]-2-methyl-pyrazol-3-yl]-N-[5-(trifluoromethyl)pyrazin-2-yl]pyrazolo[1,5-a]pyridin-2-amine C(C)N1[C@H](CC1)COC1=C(N(N=C1)C)C1=CC=2N(C=C1)N=C(C2)NC2=NC=C(N=C2)C(F)(F)F